C1(CCC1)NC(CO)=O N-cyclobutyl-2-hydroxyacetamide